2-(4-chloro-N-(2-chloro-5-(trifluoromethyl)phenyl)phenylsulfonamido)-N-(pyridin-4-ylmethyl)acetamide ClC1=CC=C(C=C1)S(=O)(=O)N(C1=C(C=CC(=C1)C(F)(F)F)Cl)CC(=O)NCC1=CC=NC=C1